Methyl 2-(6-(t-butoxycarbonyl)-6-azaspiro[2.5]oct-1-yl)-1-((S)-oxetan-2-ylmethyl)-1H-benzo[d]imidazole-6-carboxylate C(C)(C)(C)OC(=O)N1CCC2(CC2C2=NC3=C(N2C[C@H]2OCC2)C=C(C=C3)C(=O)OC)CC1